NCC1=CC=C(C=N1)C1=C(C#N)C=CC=C1F 2-(6-(aminomethyl)pyridin-3-yl)-3-fluorobenzonitrile